[Cl-].C(CCCCCCCCCCCCCCCCC)[N+](C)(C)CCC stearyl-propyl-dimethyl-ammonium chloride